tert-butyl (1-(2,2-difluoro-5-prop-2-ynoxy-pentyl)-6-methyl-2-oxo-5-(2,3,6-trifluorophenyl)-3-piperidyl)carbamate FC(CN1C(C(CC(C1C)C1=C(C(=CC=C1F)F)F)NC(OC(C)(C)C)=O)=O)(CCCOCC#C)F